(4-amino-1-methyl-1H-pyrazolo[4,3-c]quinolin-8-yl)(2-(benzo[d]thiazol-5-yl)-4-(fluoromethylene)piperidin-1-yl)methanone NC1=NC=2C=CC(=CC2C2=C1C=NN2C)C(=O)N2C(CC(CC2)=CF)C=2C=CC1=C(N=CS1)C2